NC1=C(C=C(C(=N1)N1N=CC(=C1C(F)(F)F)C(=O)NC=1C(=NC(=C(C1)C#N)N1N=CC=N1)C)C)F 1-(6-amino-5-fluoro-3-methylpyridin-2-yl)-N-(5-cyano-2-methyl-6-(2H-1,2,3-triazol-2-yl)pyridin-3-yl)-5-(trifluoromethyl)-1H-pyrazole-4-carboxamide